CC1(NC(C2=CC=C(C=C12)NC(C(F)(F)F)=O)=O)C N-(3,3-dimethyl-1-oxoisoindolin-5-yl)-2,2,2-trifluoroacetamide